(S)-1'-(3-(3-chloro-2-methylphenyl)imidazo[1,5-a]pyrazin-8-yl)-1,3-dihydrospiro[indene-2,4'-piperidine]-1-amine ClC=1C(=C(C=CC1)C1=NC=C2N1C=CN=C2N2CCC1(CC2)[C@@H](C2=CC=CC=C2C1)N)C